6,6'-((2-bromo-1,3-phenylene)bis(oxy))bis(9,9-dimethyl-N,N-di-p-tolyl-9H-fluoren-2-amine) BrC1=C(C=CC=C1OC=1C=C2C=3C=CC(=CC3C(C2=CC1)(C)C)N(C1=CC=C(C=C1)C)C1=CC=C(C=C1)C)OC=1C=C2C=3C=CC(=CC3C(C2=CC1)(C)C)N(C1=CC=C(C=C1)C)C1=CC=C(C=C1)C